[K].C1(=CC=C(C=C1)S(=O)(=O)O)C1=CC=C(C=C1)S(=O)(=O)O [1,1'-biphenyl]-4,4'-disulfonic acid potassium